ClC1=C(C(=C(C(=C1[2H])[2H])[2H])[2H])C1=C(C(=C(C=2OC3=C(C21)C(=C(C(=C3[2H])[2H])[2H])[2H])[2H])[2H])[2H] (2-chlorophenyl-3,4,5,6-d4)dibenzo[b,d]furan-2,3,4,6,7,8,9-d7